(3-(2-fluoro-4-((2-methyl-1H-imidazol-1-yl)methyl)phenyl)-5-isobutylthiophene-2-yl)sulfonylCarbamic acid butyl ester C(CCC)OC(NS(=O)(=O)C=1SC(=CC1C1=C(C=C(C=C1)CN1C(=NC=C1)C)F)CC(C)C)=O